OC1=C(C=O)C(=CC=C1)OCC=1C(=NC=CC1)C=1C(=NC=CC1)OC 2-hydroxy-6-((2'-methoxy-[2,3'-bipyridin]-3-yl)methoxy)benzaldehyde